ClC=1N=C2C(=C(C(N(C2=CC1)C)=O)C#N)N1C[C@@H]([C@@H](CC1)NC1=C(C=C(C=C1)Cl)OC)C 6-chloro-4-[(3S,4R)-4-(4-chloro-2-methoxy-anilino)-3-methyl-1-piperidyl]-1-methyl-2-oxo-1,5-naphthyridine-3-carbonitrile